NC1=NC=C2C(=N1)N(C(N(C2)C2=C(C=CC=C2C)Cl)=O)C2CN(C2)C(=O)OC(C)(C)C tert-butyl 3-[7-amino-3-(2-chloro-6-methyl-phenyl)-2-oxo-4H-pyrimido[4,5-d]pyrimidin-1-yl]azetidine-1-carboxylate